Cl.CN(C1C(CC(CC1)NC1=NC=2N(C(C(=NC2C=N1)C1=CC(=C(C=C1)NS(=O)(=O)CCC(F)(F)F)F)=O)C(C)C)F)C N-(4-(2-((4-(dimeth-ylamino)-3-fluorocyclohexyl)amino)-8-iso-propyl-7-oxo-7,8-dihydropteridin-6-yl)-2-fluorophenyl)-3,3,3-trifluoropropane-1-sulfonamide hydrochloride